di-2-butoxyaluminum acetylacetate C(C)(=O)CC(=O)[O-].CC(CC)O[Al+]OC(C)CC